methyl 1-(7-(6-amino-3-methylpyridin-2-yl)-6-chloro-8-fluoro-2-(((2R,7aS)-2-fluorotetrahydro-1H-pyrrolizin-7a(5H)-yl)methoxy)quinazolin-4-yl)azepane-4-carboxylate NC1=CC=C(C(=N1)C1=C(C=C2C(=NC(=NC2=C1F)OC[C@]12CCCN2C[C@@H](C1)F)N1CCC(CCC1)C(=O)OC)Cl)C